[PH2](OC1=C(C=CC=C1)CCCCCCCCC)=O.[Nd] neodymium (n-nonylphenyl) phosphinate